ClC=1C=C(NC2(CCC3([C@H](CC4=CC=CC=C34)C[C@H](COC3=C4C(=NC=C3)C(CC4)O)C)CC2)C(=O)OC)C=CC1 methyl (1r,2'S,4S)-4-(3-chloroanilino)-2'-{(2R)-3-[(7-hydroxy-6,7-dihydro-5H-cyclopenta[b]pyridin-4-yl)oxy]-2-methylpropyl}-2',3'-dihydrospiro[cyclohexane-1,1'-indene]-4-carboxylate